3-(Dibenzylamino)-1-(5,5-dimethylpyrrolidin-3-yl)propan-1-ol C(C1=CC=CC=C1)N(CCC(O)C1CNC(C1)(C)C)CC1=CC=CC=C1